2-cyclopropyl-5-benzyl-8-fluoro-N-[2-(4-isopropyl-4H-1,2,4-triazol-3-yl)thiazol-4-yl]-5,6-dihydro-4H-benzo[f]imidazo[1,2-a][1,4]diazepine-9-carboxamide C1(CC1)C=1N=C2N(C3=C(CN(C2)CC2=CC=CC=C2)C=C(C(=C3)C(=O)NC=3N=C(SC3)C3=NN=CN3C(C)C)F)C1